N-((2-(2-chloropyrimidin-4-yl)-1,6-naphthyridin-7-yl)methyl)-3-(N-methylsulfamoyl)benzamide ClC1=NC=CC(=N1)C1=NC2=CC(=NC=C2C=C1)CNC(C1=CC(=CC=C1)S(NC)(=O)=O)=O